2-(3-{[4-(ethanesulfonyl)-phenyl]amino}prop-1-yn-1-yl)-N-[1-(2-methanesulfonylethyl)piperidin-4-yl]-1-(2,2,2-trifluoroethyl)-1H-indol-4-amine C(C)S(=O)(=O)C1=CC=C(C=C1)NCC#CC=1N(C=2C=CC=C(C2C1)NC1CCN(CC1)CCS(=O)(=O)C)CC(F)(F)F